C(C)N(C(=O)NCC(F)(F)F)CC1=CC=C(C=C1)C1=NOC(=N1)C(F)(F)F 1-ethyl-3-(2,2,2-trifluoroethyl)-1-[[4-[5-(trifluoromethyl)-1,2,4-oxadiazol-3-yl]phenyl]methyl]urea